C(C)(C)(C)C1=C(C=C(C=C1)C1CN(C1)C(=O)OC(C)(C)C)OC tert-Butyl 3-(4-(tert-butyl)-3-methoxyphenyl)azetidine-1-carboxylate